3-(4-(4-Acetylpiperazin-1-yl)pyrimidin-2-yl)imidazo[1,2-a]pyrazine-6-carboxamide C(C)(=O)N1CCN(CC1)C1=NC(=NC=C1)C1=CN=C2N1C=C(N=C2)C(=O)N